9-[[4-(4-nitrophenyl)piperazin-1-yl]methyl]-3-azaspiro[5.5]undecane [N+](=O)([O-])C1=CC=C(C=C1)N1CCN(CC1)CC1CCC2(CCNCC2)CC1